FC1=C(C(=CC=2C3=C(C(=NC12)O[C@@H](C)[C@H]1N(CCC1)C)N=NN3[C@@H]3C[C@H](NCC3)CC#N)C)C3=CN=C(C1=CC=CC=C31)C 2-((2S,4S)-4-(6-fluoro-8-methyl-7-(1-methylisoquinolin-4-yl)-4-((S)-1-((S)-1-methyl-pyrrolidin-2-yl)ethoxy)-1H-[1,2,3]triazolo[4,5-c]quinolin-1-yl)piperidin-2-yl)acetonitrile